N-(6-amino-5-ethyl-3-pyridyl)-2-[(2R,5S)-4,4-difluoro-2-(1H-indazol-5-yl)-5-methyl-1-piperidyl]-2-oxo-acetamide NC1=C(C=C(C=N1)NC(C(=O)N1[C@H](CC([C@H](C1)C)(F)F)C=1C=C2C=NNC2=CC1)=O)CC